FC(F)C1=C(C=CC=C1C=C)F (difluoromethyl)-1-fluoro-3-vinylbenzene